C(#N)C=1C(=NC(=CC1C(F)(F)F)C)N1C(C2C(C1)CCC2)C(=O)NN 2-(3-cyano-6-methyl-4-(trifluoromethyl)pyridin-2-yl)octahydrocyclopenta[c]pyrrole-1-carbohydrazide